CC1=CC=C(C=C1)S(=O)(=O)OCC1CCN(CC1)C1=C(C=CC(=C1)OC)CCCC(C)(C)C (1-(2-(4,4-dimethylpentyl)-5-methoxyphenyl)piperidin-4-yl)methyl 4-methylbenzenesulfonate